OC(COCCC[SiH2]O)CO [3-(2,3-dihydroxypropane-1-oxy)propyl]silanol